C(C)(C)C1NC([C@H]2N(C1)CCNC2)=O (9aS)-3-isopropylhexahydro-2H-pyrazino[1,2-a]pyrazin-1(6H)-one